FC=1C(=NC(=NC1)N1CCC(CC1)C(=O)N1OCC[C@H]1C=1C=NC=NC1)OCC#N 2-[5-fluoro-2-[4-[(3S)-3-pyrimidin-5-yl-isoxazolidine-2-carbonyl]-1-piperidinyl]pyrimidin-4-yl]oxyacetonitrile